CN1CC2=C(CC1)N=C(S2)C(=O)O 5-methyl-6,7-dihydro-4H-thiazolo[5,4-c]pyridine-2-carboxylic acid